1,3-bis[[3,5-bis(bromomethyl)phenoxy]-methyl]-5-prop-2-ynoxy-benzene BrCC=1C=C(OCC2=CC(=CC(=C2)OCC#C)COC2=CC(=CC(=C2)CBr)CBr)C=C(C1)CBr